1-tert-butyl 3-methyl 5,5-difluoropiperidine-1,3-dicarboxylate FC1(CC(CN(C1)C(=O)OC(C)(C)C)C(=O)OC)F